indene tricopper [Cu].[Cu].[Cu].C1C=CC2=CC=CC=C12